(R)-methyl 2-(2-naphthoylamino)-3-cyclohexylpropionate C1=C(C=CC2=CC=CC=C12)C(=O)N[C@@H](C(=O)OC)CC1CCCCC1